CC1=CN(C2=CC=C(C=C12)S(=O)(=O)N1CCCCC1)C(C(=O)NCC1=CC=C(C=C1)C1=CC=NN1)C 2-[3-methyl-5-(1-piperidylsulfonyl)indol-1-yl]-N-[[4-(1H-pyrazol-5-yl)phenyl]methyl]propanamide